CC1(N(C2=CC=CC=C2C(=C1)C)C(C)=O)C 1-(2,2,4-trimethyl-1-quinolinyl)ethanone